C(C)(C)(C)OC(=O)N1C[C@@H]2C([C@@H]2C1)CN1CCN(CC1)C(=O)OCC1=CC=CC=C1.CN(C(C=C)=O)C1=C(C=C(C=C1)C=1SC=CC1)C#N N-methyl-N-(2-cyano-4-(thiophen-2-yl)phenyl)acrylamide tert-butyl-(1R,5S,6s)-6-((4-((benzyloxy)carbonyl)piperazin-1-yl)methyl)-3-azabicyclo[3.1.0]hexane-3-carboxylate